CC(CCCC)CCCCCCCCCCCCCCCC 5-Methylheneicosane